tert-butyl 7-(2-((6-cyanopyridin-3-yl)(2,3-difluoro-4-methoxybenzyl)amino)ethyl)-6,8-dioxa-2-azaspiro[3.5]nonane-2-carboxylate C(#N)C1=CC=C(C=N1)N(CCC1OCC2(CN(C2)C(=O)OC(C)(C)C)CO1)CC1=C(C(=C(C=C1)OC)F)F